N-(3,5-Dimethoxyphenyl)-N-(4,4-dimethyl-5-oxo-1-(2,2,2-trifluoroethyl)pyrrolidin-3-yl)-2-((triisopropylsilyl)ethynyl)thiazole-4-carboxamide COC=1C=C(C=C(C1)OC)N(C(=O)C=1N=C(SC1)C#C[Si](C(C)C)(C(C)C)C(C)C)C1CN(C(C1(C)C)=O)CC(F)(F)F